FC=1C=2N(C=C(C1)C1=CC3=C(C(N(C=C3)C3CCN(CC3)C(=O)OC(C)(C)C)=O)S1)C=C(N2)C tert-butyl 4-(2-(8-fluoro-2-methylimidazo[1,2-a]pyridin-6-yl)-7-oxothieno[2,3-c]pyridin-6(7H)-yl)piperidine-1-carboxylate